6-Methoxy-N-(4-(trifluoromethyl)phenyl)-2-(trifluoromethyl)-1H-imidazo[4,5-b]pyrazin-5-amin COC1=C(N=C2C(=N1)NC(=N2)C(F)(F)F)NC2=CC=C(C=C2)C(F)(F)F